(S)-N-(1-(5-(6-(3-cyanopyrrolo[1,2-b]pyridazin-7-yl)-4-((3-methyloxetan-3-yl)amino)pyridin-3-yl)-1,3,4-thiadiazol-2-yl)-3,3-difluoropiperidin-4-yl)acetamide C(#N)C1=CC=2N(N=C1)C(=CC2)C2=CC(=C(C=N2)C2=NN=C(S2)N2CC([C@H](CC2)NC(C)=O)(F)F)NC2(COC2)C